bis(2,5-diisocyanato-4-methylphenyl)methane N(=C=O)C1=C(C=C(C(=C1)C)N=C=O)CC1=C(C=C(C(=C1)N=C=O)C)N=C=O